naphthalenedioate C=1(C(=CC=C2C=CC=CC12)C(=O)[O-])C(=O)[O-]